((1S)-2-((2-amino-2-(methylcarbamoyl)-2,3-dihydro-1H-inden-5-yl) amino)-1-cyclohexyl-2-oxoethyl) carbamate C(N)(O[C@H](C(=O)NC=1C=C2CC(CC2=CC1)(C(NC)=O)N)C1CCCCC1)=O